1-(4-chlorophenyl)-3-methoxy-3-methyl-2-phenylbutan-1-one ClC1=CC=C(C=C1)C(C(C(C)(C)OC)C1=CC=CC=C1)=O